C1(CC1)N1N=C(C(=C1)NC=O)OC1COC1 N-(1-cyclopropyl-3-(oxetan-3-yloxy)-1H-pyrazol-4-yl)formamide